CC(C(=O)O)(CCCC)CC.C(C)C(C(=O)OC)CCCC methyl 2-ethylhexanoate (methyl-2-ethylhexanoate)